C(C)(C)(C)C1OC(C=2C1=NC=C(C2)N)=N 7-(tert-butyl)-5-imino-5,7-dihydrofuro[3,4-b]pyridin-3-amine